ClC1=CC=C2C(=CNC2=C1OCF)\C=C/1\C(N(C(N1)=O)CC1=CC=C(C=C1)Cl)=O (Z)-5-((6-chloro-7-(fluoromethoxyl)-1H-indol-3-yl)methylene)-3-(4-chlorobenzyl)imidazolidine-2,4-dione